4-(4-chlorophenyl)-1-((1-(2-trifluoromethoxyphenyl)-5-((S)-1-hydroxyethyl)-1H-1,2,4-triazol-3-yl)methyl)-3-((S)-3,3,3-trifluoro-2-hydroxypropyl)-1,3-dihydro-2H-imidazol-2-one ClC1=CC=C(C=C1)C=1N(C(N(C1)CC1=NN(C(=N1)[C@H](C)O)C1=C(C=CC=C1)OC(F)(F)F)=O)C[C@@H](C(F)(F)F)O